1-(4-((5-methyl-1H-pyrazol-3-yl)amino)thieno[2,3-d]pyrimidin-2-yl)pyrrolidine-3-carboxylic acid methyl ester COC(=O)C1CN(CC1)C=1N=C(C2=C(N1)SC=C2)NC2=NNC(=C2)C